(S)-2-(methylamino)-2-phenylcyclohexan-1-one CN[C@]1(C(CCCC1)=O)C1=CC=CC=C1